N,N-Dimethylhydrazine dihydrochloride Cl.Cl.CN(N)C